C(C)(C)(C)OC(=O)N1CC2(C1)OCC(C2)C=O 7-formyl-5-oxa-2-azaspiro[3.4]octane-2-carboxylic acid tert-butyl ester